C(C)(C)(C)OC([C@H]([C@@H]1CC(CCC1)(F)F)NC(=O)OCC1C2=CC=CC=C2C=2C=CC=CC12)=O.P(=O)([O-])([O-])[O-].[Na+].[Na+].[Na+] Trisodium phosphate Tert-butyl-(S)-2-((((9H-fluoren-9-yl)methoxy)carbonyl)amino)-2-((S)-3,3-difluorocyclohexyl)acetate